tert-butyl (3S,4R)-3,4-dihydroxypyrrolidine-1-carboxylate O[C@H]1CN(C[C@H]1O)C(=O)OC(C)(C)C